N-[5-[4-[(2R)-2-hydroxy-2-phenyl-ethoxy]-2-methyl-pyrazol-3-yl]pyrazolo[1,5-a]pyridin-2-yl]cyclopropanecarboxamide O[C@@H](COC1=C(N(N=C1)C)C1=CC=2N(C=C1)N=C(C2)NC(=O)C2CC2)C2=CC=CC=C2